BrC1=C(C=CC=C1)S(=O)(=O)C=1C(NC(=C(C1O)C1=C(C=CC=C1OC)OC)CCCC)=O 3-((2-bromophenyl)sulfonyl)-6-butyl-5-(2,6-dimethoxyphenyl)-4-hydroxypyridin-2(1H)-one